B(O)(O)O.C(C)OC(C(C)(C)N1C=C(C=CC1=O)CC(O)(C)C(C)(C)O)=O [1-(1-ethoxy-2-methyl-1-oxopropan-2-yl)-6-oxo-1,6-dihydropyridin-3-yl]Pinacol borate